(ethoxy)bisphenol a dimethacrylate C(C(=C)C)(=O)O.C(C(=C)C)(=O)O.C(C)OC1=C(O)C=CC(=C1)C(C)(C)C1=CC=C(C=C1)O